2-Methoxy-N-(3-methyl-2-oxo-1,2,3,4-tetrahydroquinazolin-6-yl)-benzenesulfonamide COC1=C(C=CC=C1)S(=O)(=O)NC=1C=C2CN(C(NC2=CC1)=O)C